5-(1H-pyrazol-4-yl)phenol dihydrochloride Cl.Cl.N1N=CC(=C1)C=1C=CC=C(C1)O